eicosane-3,13-diol CCC(CCCCCCCCCC(CCCCCCC)O)O